2-hydroxy-5-methyl-benzotriazole Methyl-5,6,11-trimethylpyrido[4,3-b]carbazole-9-carboxylate COC(=O)C1=CC=2C=3C(=C4C(=C(C3N(C2C=C1)C)C)C=CN=C4)C.ON4N=C1C(=N4)C=CC(=C1)C